C[C@](N(C(=O)N1CCN(CCC1)C(=O)[C@H]1N(CC1)C(C1=CC=CC=C1)(C1=CC=CC=C1)C1=CC=CC=C1)C)(C(C)C)C(=O)O methyl-N-methyl-N-(4-((S)-1-tritylazetidine-2-carbonyl)-1,4-diazepan-1-carbonyl)-L-valine